2-(3-Fluoropyridin-2-yl)indolizine-1-carboxylic acid FC=1C(=NC=CC1)C=1C(=C2C=CC=CN2C1)C(=O)O